5,8-diacetoxy-2,3-dichloro-1,4-naphthoquinone C(C)(=O)OC1=C2C(C(=C(C(C2=C(C=C1)OC(C)=O)=O)Cl)Cl)=O